(1-(2,6-Dimethoxyphenyl)-2-(6-ethoxypyridin-2-yl)-1H-imidazo[4,5-b]pyrazin-6-yl)-1-(pyridin-2-yl)methanesulfonamide COC1=C(C(=CC=C1)OC)N1C(=NC=2C1=NC(=CN2)C(S(=O)(=O)N)C2=NC=CC=C2)C2=NC(=CC=C2)OCC